[I].[I] iodine iodine